NC(C(CC=1C(NC=2CCCCC2C1)=O)NC(OC(C)(C)C)=O)=O tert-Butyl (1-amino-1-oxo-3-(2-oxo-1,2,5,6,7,8-hexahydroquinolin-3-yl)propan-2-yl)carbamate